C(C)(C)(C)OC(=O)N1C(CNC2=CC=CC=C12)CC1=CC=CC=C1 benzyl-3,4-dihydroquinoxaline-1(2H)-carboxylic acid tert-butyl ester